2-benzyl-6-chloro-4-(4-(difluoromethoxy)phenyl)pyrido[3,2-c]pyridazin-3(2H)-one C(C1=CC=CC=C1)N1N=C2C(=C(C1=O)C1=CC=C(C=C1)OC(F)F)N=C(C=C2)Cl